(l)-3,5-dimethyl-4-hydroxybenzonitrile CC=1C=C(C#N)C=C(C1O)C